C1(CCCCC1)NC(=O)C=1C(=NN(C1)C)NC=1C=C(C=CC1OC1=CC=NC2=CC(=C(C=C12)OC)OC)C N-cyclohexyl-3-((4-((6,7-dimethoxyquinolin-4-yl)oxy)-3-tolyl)amino)-1-methyl-1H-pyrazole-4-carboxamide